FC=1C=C(C=CC1)C=1N=C2N(C(C1C)=O)C=C(C=C2C(C)NC2=C(C=CC=C2)C2(COC2)O)C 2-(3-fluorophenyl)-9-(1-((2-(3-hydroxyoxetan-3-yl)phenyl)amino)ethyl)-3,7-dimethyl-4H-pyrido[1,2-a]pyrimidin-4-one